1,3,5-tri(3,5-di-tert-butyl-4-hydroxybenzyl)-1,3,5-triazine-2,4,6-trione C(C)(C)(C)C=1C=C(CN2C(N(C(N(C2=O)CC2=CC(=C(C(=C2)C(C)(C)C)O)C(C)(C)C)=O)CC2=CC(=C(C(=C2)C(C)(C)C)O)C(C)(C)C)=O)C=C(C1O)C(C)(C)C